N12CC(C(CC1)CC2)OC(NC(C)(C)C2=CC=C(C=C2)C2=CC=C(C=C2)OCCN2N=NC=C2)=O (2-(4'-(2-(1H-1,2,3-triazol-1-yl)ethoxy)-[1,1'-biphenyl]-4-yl)propan-2-yl)carbamic acid quinuclidin-3-yl ester